[Si](C)(C)(C(C)(C)C)OCC=1C=C2C=C(NC2=C(C1F)N)C 5-(((Tert-Butyldimethylsilyl)oxy)methyl)-6-fluoro-2-methyl-1H-indol-7-amine